C(=O)(O)C1=CC=C(C=C1)C1(CCCCC1)C1=CC=C(C=C1)C(=O)O 1,1-bis(4-carboxyphenyl)cyclohexane